(2-phenylethyl-o-hydroxyphenyl)acetic acid C1(=CC=CC=C1)CCC=1C(=C(C=CC1)CC(=O)O)O